(R,E)-2-(3-(2-(4-(dimethylamino)-4-oxobut-2-enoyl)hydrazineyl)-3-oxopropyl)-N-(1-(2-(1-methyl-1H-pyrazol-4-yl)quinolin-4-yl)ethyl)benzamide CN(C(/C=C/C(=O)NNC(CCC1=C(C(=O)N[C@H](C)C2=CC(=NC3=CC=CC=C23)C=2C=NN(C2)C)C=CC=C1)=O)=O)C